FC1=C2C(N(CNC2=CC(=C1)C1CCC=2N(C1)C=C(N2)C)C2CCN(CC2)C(=O)OC(C)(C)C)=O tert-butyl 4-(5-fluoro-7-{2-methyl-5H,6H,7H,8H-imidazo[1,2-a]pyridin-6-yl}-4-oxo-1,2-dihydroquinazolin-3-yl)piperidine-1-carboxylate